1-(6,7-dihydro-5H-benzo[6,7]cyclohepta[1,2-c]pyridazin-3-yl)-N3-(7-(4,4-difluoropiperidin-1-yl)-6,7,8,9-tetrahydro-5H-benzo[7]annulene-2-yl)-1H-1,2,4-triazole-3,5-diamine N1=NC(=CC2=C1C1=C(CCC2)C=CC=C1)N1N=C(N=C1N)NC=1C=CC2=C(CCC(CC2)N2CCC(CC2)(F)F)C1